C(C)N1C(C=NC2=CC=C(C=C12)Cl)=O N-ethyl-7-chloroquinoxalinone